tert-butyl (S)-4-(4-(1-acetyl-5-hydroxy-2-methyl-1,2,3,4-tetrahydroquinolin-6-yl)-1H-pyrazol-1-yl)piperidine-1-carboxylate C(C)(=O)N1[C@H](CCC2=C(C(=CC=C12)C=1C=NN(C1)C1CCN(CC1)C(=O)OC(C)(C)C)O)C